4-piperidone-ethylene ketal C1COC2(CCNCC2)O1